F[C@@H]1[C@H](C1)C1=NOC(=N1)C=1C=CC(=C(N)C1)C 5-[3-[(1R,2S)-2-fluorocyclopropyl]-1,2,4-oxadiazol-5-yl]-2-methyl-aniline